C(C)(C)(C)OC(=O)N1C[C@@H](CC1)N(C)C=1C=NC2=NC(=CC=C2C1)O.C1(=CC=CC=C1)C1=C(C(=NC=C1)C=1C(=C(C=CC1)C1=CC=CC=C1)C1=C(C=CC=2C3=CC=CC=C3C3=CC=CC=C3C12)C1=CC=CC=C1)C1=CC=CC=C1 (diphenylpyridinyl)(phenyltriphenyleneyl)biphenyl tert-butyl-(3R)-3-[(7-hydroxy-1,8-naphthyridin-3-yl)(methyl)amino]pyrrolidine-1-carboxylate